C(C)C(C(=O)[O-])C1CC2(C1)CC(C2)N 2-Ethyl(6-aminospiro[3.3]heptan-2-yl)acetate